C1(CC2C(CC1)O2)CC[Si](OCC)(C)C (3,4-epoxycyclohexyl)ethyl-dimethylethoxysilane